methyl (5R)-3-((6-((S)-(((benzyloxy)carbonyl)amino)(4,4-difluorocyclohexyl)methyl)imidazo[1,2-b][1,2,4]triazin-2-yl)methyl)-2-oxo-5-(trifluoromethyl)piperidine-3-carboxylate C(C1=CC=CC=C1)OC(=O)N[C@H](C=1N=C2N(N=C(C=N2)CC2(C(NC[C@@H](C2)C(F)(F)F)=O)C(=O)OC)C1)C1CCC(CC1)(F)F